NC1=NC=NN2C1=C(N=C2C(C)C)C2=CC=C(CC=1C(=C(C(=O)N)C=CC1)N(C)C)C=C2 (4-(4-amino-7-isopropylimidazo[5,1-f][1,2,4]triazin-5-yl)benzyl)-2-(dimethylamino)benzamide